(R)-(3-([1,1'-biphenyl]-2-ylethynyl)-1H-indazol-5-yl)(3-aminopyrrolidin-1-yl)methanone C1(=C(C=CC=C1)C#CC1=NNC2=CC=C(C=C12)C(=O)N1C[C@@H](CC1)N)C1=CC=CC=C1